3-(chloromethyl)-1-methylquinolin-2(1H)-one ClCC=1C(N(C2=CC=CC=C2C1)C)=O